5,5-dimethyl-1,2-oxathiolan-4-one-2,2-dioxide CC1(C(CS(O1)(=O)=O)=O)C